N-((2-methylquinoline-6-yl)methyl)methanesulfonamide CC1=NC2=CC=C(C=C2C=C1)CNS(=O)(=O)C